C(C)(C)(C)OC(=O)N(C(CCC)C1=C(C=CC=C1)\C=C/C(=O)[O-])C (Z)-3-(2-(1-((tert-butoxycarbonyl)(methyl)amino)butyl)phenyl)acrylate